BrC/C=C/C(=O)NC1=C(C=C(C=C1F)C(=O)C1=CC=C2C(=CC=CN12)C=1C(=C2C=NN(C2=CC1C(F)(F)F)C)OC)F (E)-4-bromo-N-(2,6-difluoro-4-(8-(4-methoxy-1-methyl-6-(trifluoromethyl)-1H-indazol-5-yl)indolizine-3-carbonyl)phenyl)but-2-enamide